ClC1=CC=C(C=C1)N1N(C(=CC1=O)C)C 2-(4-Chlorophenyl)-1,5-dimethyl-1,2-dihydro-3H-pyrazol-3-one